C(C)(C)(C)OC(=O)N1C[C@@H](CCC1)NC1=NC(=NC=C1C(=O)O)NCCC (R)-4-((1-(tert-Butoxycarbonyl)piperidin-3-yl)amino)-2-(propylamino)pyrimidine-5-carboxylic acid